1-[3-acetyl-6-[6-[2-(dimethylamino)ethoxy]-5-[(6-methylpyridazin-3-yl)amino]benzimidazol-1-yl]-2-pyridyl]-5-methyl-pyrazole-3-carbonitrile C(C)(=O)C=1C(=NC(=CC1)N1C=NC2=C1C=C(C(=C2)NC=2N=NC(=CC2)C)OCCN(C)C)N2N=C(C=C2C)C#N